OC1=CC=C2C(C(=COC2=C1)C1=CC=C(C=C1)OC)=O 7-hydroxy-3-(4-methoxyphenyl)-4H-chromen-4-one